NC=1N=C(C2=C(N1)C(N(C2=O)C)=CC2=C(C=CC=C2)F)C=2OC(=CC2)C 2-amino-7-((2-fluorophenyl)methylene)-4-(5-methylfuran-2-yl)-6-methyl-5H,6H,7H-pyrrolo[3,4-d]pyrimidin-5-one